glyceryl hexaneate ethyl-methoxycinnamate C(C)C(=C(C(=O)O)OC)C1=CC=CC=C1.C(CCCCC)(=O)OCC(O)CO